C(#N)C1=C(OC2=CC(=NC=N2)OC2=C(C=CC=C2)C(C(=O)[O-])=COC)C=CC=C1 2-(((6-(2-cyanophenoxy) pyrimidin-4-yl) oxy) phenyl)-3-methoxyacrylate